ClC=1C=C(C=CC1F)C(C=1NC(=C(N1)S(=O)(=O)C)C)OC1CCC(CC1)(C)C 2-((3-chloro-4-fluorophenyl)((4,4-dimethylcyclohexyl)oxy)methyl)-5-methyl-4-(methyl-sulfonyl)-1H-imidazole